dioxa-caprolactam C1(OOCCCN1)=O